6-((1-Acetylpiperidin-4-yl)amino)-2-chloropyrimidine-4-carboxylic acid C(C)(=O)N1CCC(CC1)NC1=CC(=NC(=N1)Cl)C(=O)O